N-(Isoquinolin-5-ylmethyl)-4-phenylpyrrolidine-3-carboxamide dihydrochloride Cl.Cl.C1=NC=CC2=C(C=CC=C12)CNC(=O)C1CNCC1C1=CC=CC=C1